iron-sulphide [Fe]=S